trans-4-((4-(1-Isopropyl-1H-pyrazol-4-yl)pyridin-2-yl)((trans-4-(5-methoxy-6-methylpyridin-2-yl)cyclohexyl)methyl) carbamoyl)cyclohexyl methylcarbamate CNC(O[C@@H]1CC[C@H](CC1)C(N(C[C@@H]1CC[C@H](CC1)C1=NC(=C(C=C1)OC)C)C1=NC=CC(=C1)C=1C=NN(C1)C(C)C)=O)=O